n-propyl-tris-(2-ethoxy)silane C(CC)[Si](OCC)(OCC)OCC